N1=CC(=CC=C1)COC=1C(=NC=CC1)N1N=CC(=C1)C(=O)O 1-{3-[(pyridin-3-yl)methoxy]pyridin-2-yl}-1H-pyrazole-4-carboxylic acid